(E)-2-nonene-1-aldehyde C(\C=C\CCCCCC)=O